1-(3-hydroxy-5-methoxy-1-(4-methoxyphenyl)-2-(3-nitrophenyl)-1H-indol-4-yl)-2-(3-nitrophenyl)ethane-1,2-dione OC1=C(N(C2=CC=C(C(=C12)C(C(=O)C1=CC(=CC=C1)[N+](=O)[O-])=O)OC)C1=CC=C(C=C1)OC)C1=CC(=CC=C1)[N+](=O)[O-]